BrC1=C(C=C(C=C1)OCCCBr)C 1-bromo-4-(3-bromopropoxy)-2-methylbenzene